5-chloro-N-((1S,3R)-3-(2-isobutyl-6-(2H-1,2,3-triazol-2-yl)-1H-imidazo[4,5-c]pyridin-1-yl)cyclohexyl)thiophene-2-carboxamide ClC1=CC=C(S1)C(=O)N[C@@H]1C[C@@H](CCC1)N1C(=NC=2C=NC(=CC21)N2N=CC=N2)CC(C)C